[Na].N1C=CC=C1.O1CC1 oxirane compound with azole sodium